3-chloro-4-bromobenzene ClC=1C=CC=CC1Br